tert-butyl (3R)-3-[2-[1-(2,6-dioxo-3-piperidyl)-3-methyl-2-oxo-benzimidazol-5-yl]ethyl]-4-methyl-piperazine-1-carboxylate O=C1NC(CCC1N1C(N(C2=C1C=CC(=C2)CC[C@@H]2CN(CCN2C)C(=O)OC(C)(C)C)C)=O)=O